ethylene di(p-toluene-sulfonate) CC1=CC=C(C=C1)S(=O)(=O)OCCOS(=O)(=O)C1=CC=C(C)C=C1